N=1C=NN2C1C=CC(=C2)C2=CNC=1N=C(N=CC12)NC 5-([1,2,4]triazolo[1,5-a]pyridin-6-yl)-N-methyl-7H-pyrrolo[2,3-d]pyrimidin-2-amine